6-isopropoxy-2-(1-(methoxymethyl)-2-oxabicyclo[2.1.1]hexan-4-yl)-N-(1-((1S,2R)-2-methylcyclopropyl)-2-oxo-1,2-dihydropyridin-3-yl)-2H-pyrazolo[3,4-b]pyridine-5-carboxamide C(C)(C)OC=1C(=CC=2C(N1)=NN(C2)C21COC(C2)(C1)COC)C(=O)NC=1C(N(C=CC1)[C@@H]1[C@@H](C1)C)=O